COC1OC(C=2CCC(CC12)C1=C(C(=CC=C1)OC)C)=O 3-methoxy-5-(3-methoxy-2-methylphenyl)-4,5,6,7-tetrahydroisobenzofuran-1(3H)-one